BrC1=CC(=C(C=C1OC)CC(=O)NC1=CC(=NC=C1)C(=O)OC)F Methyl 4-[[2-(4-bromo-2-fluoro-5-methoxy-phenyl)acetyl]amino]pyridine-2-carboxylate